tert-Butyl 5-(3-hydroxypropyl)-3,4-dihydroisoquinoline-2(1H)-carboxylate OCCCC1=C2CCN(CC2=CC=C1)C(=O)OC(C)(C)C